C(C1=CC=CC=C1)OC=1C=C(CCOC2=C(C=C3CCN(C(C3=C2)C2=C(C=C(C=C2)C)C)C(=O)NCC)OC)C=CC1OC 7-(3-(benzyloxy)-4-methoxyphenethoxy)-1-(2,4-dimethylphenyl)-N-ethyl-6-methoxy-3,4-dihydroisoquinoline-2(1H)-carboxamide